FC(C=1C=C(C=CC1)NC(=O)C1=NC=CC=C1)(F)F N-(3-(trifluoromethyl)phenyl)pyridineamide